5-bromo-2-methyl-3-nitrobenzoic acid BrC=1C=C(C(=C(C(=O)O)C1)C)[N+](=O)[O-]